ClC1=CC2=C(N=C(S2)C2(CCCCC2)O)C=C1 (6-chlorobenzothiazol-2-yl)cyclohexan-1-ol